COC1=CC=C(CNCC(C)N)C=C1 N1-(4-Methoxy-benzyl)-1,2-propandiamin